FC1=CC=2N(C=C1NC(=O)N1CCC=3C1=NC(=CC3N3C[C@@H](N(CC3)C(=O)OC(C)(C)C)C)OC)C=C(N2)C tert-butyl (S)-4-(1-((7-fluoro-2-methylimidazo[1,2-a]pyridin-6-yl)carbamoyl)-6-methoxy-2,3-dihydro-1H-pyrrolo[2,3-b]pyridin-4-yl)-2-methylpiperazine-1-carboxylate